FC=1C=C(C=CC1F)[C@H]1[C@@H](CN(C1)CCOC)NC(=O)NC1=C(C(=NN1C1=CC=CC=C1)COC)CO 1-((3S,4R)-4-(3,4-difluorophenyl)-1-(2-methoxyethyl)pyrrolidin-3-yl)-3-(4-(hydroxymethyl)-3-(methoxymethyl)-1-phenyl-1H-pyrazol-5-yl)urea